(1R,2R)-2-pentylcyclopropyl 8-bromooctanoate ((1R,2R)-2-pentylcyclopropyl 8-bromooctanoate) C(CCCC)C1[C@@H](C1)[C@H](C(=O)O)CCCCCCBr.BrCCCCCCCC(=O)O[C@H]1[C@@H](C1)CCCCC